C1(=CC=CC=C1)C(C(=O)O)(O)C1=CC=CC=C1 diphenyl-glycolic acid